N-((S)-2-hydroxy-1-(m-tolyl)ethyl)propylamine OC[C@H](C=1C=C(C=CC1)C)NCCC